N1(CCCC1)CCCNC(C1=CC=CC=C1)=O N-(3-pyrrolidin-1-ylpropyl)benzamide